CC=1C(=NC=CN1)C1=NN2C(NC=CC2=O)=C1C(=O)[O-] 2-(3-methylpyrazin-2-yl)-7-oxO-4H-pyrazolo[1,5-a]pyrimidine-3-carboxylate